2-(3,4-dichlorophenyl)-6,7-dihydrooxazolo[5,4-d]pyrrolo[1,2-a]pyrimidin-9(5H)-one ClC=1C=C(C=CC1Cl)C=1OC=2N=C3N(C(C2N1)=O)CCC3